OC=1C=CC(=C(C1)C1(N(C(CC1)=O)C)C(=O)N)OC (5-hydroxy-2-methoxyphenyl)-1-methyl-5-oxopyrrolidine-2-carboxamide